(2R,3R,4S)-2-(2-(But-1-yn-1-yl)-6-((3-chlorobenzyl)amino)-9H-purin-9-yl)tetrahydrothiophene-3,4-diol C(#CCC)C1=NC(=C2N=CN(C2=N1)[C@@H]1SC[C@H]([C@H]1O)O)NCC1=CC(=CC=C1)Cl